O(C1=CC=CC=C1)C1=CC2=C(C=NB2)C=C1 6-phenoxybenzoborazole